5,7-dimethoxy-3-(4-((7,8-dimethylquinazolin-4-yl)thio)butoxy)-2-(3,4,5-trimethoxyphenyl)-4H-chromen-4-one COC1=C2C(C(=C(OC2=CC(=C1)OC)C1=CC(=C(C(=C1)OC)OC)OC)OCCCCSC1=NC=NC2=C(C(=CC=C12)C)C)=O